CC(=C)C=CC=C 2-methylhex-1,3,5-triene